benzyl (S)-4-(1-(tert-butoxycarbonyl)-3,3-difluoropiperidin-4-yl)piperazine-1-carboxylate C(C)(C)(C)OC(=O)N1CC([C@H](CC1)N1CCN(CC1)C(=O)OCC1=CC=CC=C1)(F)F